4-chloro-3-fluoro-2-methoxyaniline ClC1=C(C(=C(N)C=C1)OC)F